BrC=1N=C(C=NC1Cl)N 5-bromo-6-chloro-3-aminopyrazine